sulfhydryl-gold S[Au]